N1C=C(C2=CC=CC=C12)CC[C@@H](C1=CC=CC=C1)NC(OC(C)(C)C)=O tert-butyl (S)-(3-(1H-indol-3-yl)-1-phenylpropyl)carbamate